C(\C=C\C(=O)O)(=O)O.C(C)N(CCC1=CNC2=CC=C(C=C12)F)C N-ethyl-2-(5-fluoro-1H-indol-3-yl)-N-methylethan-1-amine Fumarate